1,2-di-O-phytoyl-sn-glycerol C(\C=C(/C)\CCC[C@H](C)CCC[C@H](C)CCCC(C)C)(=O)OC[C@@H](OC(\C=C(/C)\CCC[C@H](C)CCC[C@H](C)CCCC(C)C)=O)CO